C(C)(C)(C)OC(CNC(=O)C1=NC(=NC=C1N)C1=CC2=C(C=CC=C2C=C1)NC(C=C)=O)=O.C1(=CC=CC=C1)OP(=O)(OC1=CC=CC=C1)OC1=CC=CC=C1.P(=O)(OC)(OC)OC Trimethyl phosphate Triphenyl-phosphate tert-butyl-2-[[5-amino-2-[8-(prop-2-enoylamino)-2-naphthyl]pyrimidine-4-carbonyl]amino]acetate